6-ethyl-2-isopropyl-3,3,4-trimethyltetrahydro-2H-pyran-4-ol C(C)C1CC(C(C(O1)C(C)C)(C)C)(O)C